2-methoxyethyl [(3-{2-bromo-5-[4-(1,1-difluoroethyl)-3-methyl-2,6-dioxo-3,6-dihydropyrimidin-1(2H)-yl]-4-fluorophenoxy}pyridin-2-yl)oxy]acetate BrC1=C(OC=2C(=NC=CC2)OCC(=O)OCCOC)C=C(C(=C1)F)N1C(N(C(=CC1=O)C(C)(F)F)C)=O